FC1=C(C=C(CC2C(N(C(C(N2C)=O)=O)C)=O)C=C1)C 6-(4-fluoro-3-methylbenzyl)-1,4-dimethylpiperazine-2,3,5-trione